(R)-5-{4-[(R)-4-(3,5-dimethylpyridin-2-yl)-2-methylpiperazine-1-carbonyl]phenyl}-5-methylimidazolidine-2,4-dione CC=1C(=NC=C(C1)C)N1C[C@H](N(CC1)C(=O)C1=CC=C(C=C1)[C@@]1(C(NC(N1)=O)=O)C)C